3-methanesulfonamido-N,N-diethylaniline CS(=O)(=O)NC=1C=C(N(CC)CC)C=CC1